C(C1=CC=CC=C1)N1CCC(CC1)[C@H](CNC(=O)N1[C@@H](CN(CC1)C1=CC(=C(C(=C1)F)F)F)C)O (2R)-N-[(2R)-2-(1-benzylpiperidin-4-yl)-2-hydroxyethyl]-2-methyl-4-(3,4,5-trifluorophenyl)piperazine-1-carboxamide